ClC(C(=O)OC(C(C)F)C1=CC=C(C=C1)F)(Cl)Cl 2-fluoro-1-(4-fluorophenyl)propyl 2,2,2-trichloroacetate